ClC1=NC=CC(=N1)NC1=NC(=NC=C1)NC1=CC=C(C=C1)N1CCOCC1 N4-(2-Chloropyrimidin-4-yl)-N2-(4-morpholinylphenyl)pyrimidine-2,4-diamine